(R,S)-4-(((8-Methoxy-4-oxochroman-7-yl)oxy)(pyridin-4-yl)methyl)benzonitrile COC=1C(=CC=C2C(CCOC12)=O)O[C@H](C1=CC=C(C#N)C=C1)C1=CC=NC=C1